CN(C)CCCOC1=CC=C(C=C1)C1=CC=C2N=CC=3N(C2=C1)C(=NN3)N3C[C@@H](N([C@@H](C3)C)C)C N,N-dimethyl-3-(4-(1-((3S,5R)-3,4,5-trimethylpiperazin-1-yl)-[1,2,4]triazolo[4,3-a]quinoxalin-8-yl)phenoxy)-1-propylamine